7-(trans-4-(2-fluoro-6-methylphenyl)cyclohexyl)-3-methyl-5-((3-(trifluoromethyl)pyrazin-2-yl)methyl)pyrido[2,3-b]pyrazin-6(5H)-one FC1=C(C(=CC=C1)C)[C@@H]1CC[C@H](CC1)C1=CC=2C(=NC(=CN2)C)N(C1=O)CC1=NC=CN=C1C(F)(F)F